C(CCCCC)OC(CCCCCCCCCCCCCCCCC(=O)OC(C)(C)C)=O 2-methylpropan-2-yl 18-(hexyloxy)-18-oxooctadecanoate